FC(C)(F)C1=CC(=NC(=N1)OC)N1N=C(C=2C=NC(=CC21)NC(C)=O)N2CCN(CC2)C N-(1-(6-(1,1-difluoroethyl)-2-methoxypyrimidin-4-yl)-3-(4-methylpiperazin-1-yl)-1H-pyrazolo[4,3-c]pyridin-6-yl)acetamide